C(=C)(C)[Sb+2](C(=C)C)C(=C)C triisopropenylantimony(V)